8-Hydroxy-3-methoxy-1,5-naphthyridine-2-carbonitrile OC=1C=CN=C2C=C(C(=NC12)C#N)OC